5-((2-Chloro-5-(isobutyrylaminomethyl)benzyl)amino)-1-methyl-1H-indole-2-carboxylic acid ethyl ester C(C)OC(=O)C=1N(C2=CC=C(C=C2C1)NCC1=C(C=CC(=C1)CNC(C(C)C)=O)Cl)C